ClC1=NC(=C2C(=N1)N(N=C2)[C@H]2[C@@H]([C@@H]([C@H](O2)CS(=O)(=O)CP(O)(O)=O)O)O)NC2CCCC2 (((((2S,3S,4R,5R)-5-(6-chloro-4-(cyclopentylamino)-1H-pyrazolo[3,4-d]pyrimidin-1-yl)-3,4-dihydroxytetrahydrofuran-2-yl)methyl)sulfonyl)methyl)phosphonic acid